O=C(CCCCCCCC(=O)OC(CCCCCCCC)CCCCCCCC)CCCCCCCC(=O)OC(C)(CCCCCCCC)C 1-(heptadecan-9-yl) 17-(2-methyldecan-2-yl) 9-oxoheptadecanedioate